OCC1(CCOCC1)NC(=O)C=1N(N=C2C=CC(=CC12)OCC1=CC=NN1C)C N-[4-(hydroxymethyl)oxan-4-yl]-2-methyl-5-[(1-methyl-1H-pyrazol-5-yl)methoxy]-2H-indazole-3-carboxamide